FC1(C[C@@H](N(C1)CC(=O)OC(C)(C)C)C1=NN(C(C(=C1)C(F)(F)F)=O)CC1=CC=C(C=C1)OC)F tert-butyl (R)-2-(4,4-difluoro-2-(1-(4-methoxybenzyl)-6-oxo-5-(trifluoromethyl)-1,6-dihydropyridazin-3-yl)pyrrolidin-1-yl)acetate